ClCC1=CC=C(N(CC)CC)C=C1 4-(chloromethyl)-N,N-diethylaniline